1-(4-((8-((3-methoxy-4-((1-methyl-1H-benzo[d]imidazol-5-yl)oxy)phenyl)amino)pyrimido[5,4-d]pyrimidin-2-yl)oxy)piperidin-1-yl)prop-2-en-1-one COC=1C=C(C=CC1OC1=CC2=C(N(C=N2)C)C=C1)NC1=NC=NC2=C1N=C(N=C2)OC2CCN(CC2)C(C=C)=O